FC(C1=CC=C(C=N1)[C@H]1[C@@H](C1)B(O)O)(F)F TRANS-2-[6-(TRIFLUOROMETHYL)PYRIDIN-3-YL]CYCLOPROPANEBORONIC ACID